n-methyl-5-((1S,6R)-5-((6-oxo-7-(trifluoromethyl)-5,6-dihydro-1,5-naphthyridin-3-yl)methyl)-2,5-diazabicyclo[4.2.0]oct-2-yl)pyridineamide CNC(=O)C1=NC=C(C=C1)N1[C@H]2CC[C@H]2N(CC1)CC=1C=NC=2C=C(C(NC2C1)=O)C(F)(F)F